5-((1R,4R)-5-((6-(piperazin-1-yl)pyridin-3-yl)methyl)-2,5-diazabicyclo[2.2.1]hept-2-yl)quinoline-8-carbonitrile N1(CCNCC1)C1=CC=C(C=N1)CN1[C@H]2CN([C@@H](C1)C2)C2=C1C=CC=NC1=C(C=C2)C#N